NC(C(CCC(=O)OC)N1C(C2=CC=CC(=C2C1)O)=O)=O methyl 5-amino-4-(4-hydroxy-1-oxo-isoindolin-2-yl)-5-oxopentanoate